C(C=C)C1CCCC(CCC1)CC=C 1,5-diallylcyclooctane